N-(3-((6-(1H-indol-3-yl)pyrimidin-4-yl)amino)phenyl)-10-(2-((2-(2,6-dioxopiperidin-3-yl)-1,3-dioxoisoindolin-4-yl)oxy)acetamido)decanamide N1C=C(C2=CC=CC=C12)C1=CC(=NC=N1)NC=1C=C(C=CC1)NC(CCCCCCCCCNC(COC1=C2C(N(C(C2=CC=C1)=O)C1C(NC(CC1)=O)=O)=O)=O)=O